ClCC1=CC=C2CN(C(NC2=C1)=O)CC 7-(chloromethyl)-3-ethyl-1,4-dihydroquinazolin-2-one